4'-diazidomethylbiphenyl N(=[N+]=[N-])C(C1=CC=C(C=C1)C1=CC=CC=C1)N=[N+]=[N-]